ClC1=C(C=C(C=C1)N1CC(N(CC1)C1=CC=C(C=C1)C(C)(C)O)=O)C1=NC2=C(N1C)C=CC=C2 2-(4-(4-(4-chloro-3-(1-methyl-1H-benzo[d]imidazol-2-yl)phenyl)piperazinone-1-yl)phenyl)propan-2-ol